(E)-2,4-dichloro-5-(4-fluoro-3-methoxystyryl)pyrimidine ClC1=NC=C(C(=N1)Cl)\C=C\C1=CC(=C(C=C1)F)OC